((2R,3S,5R)-5-(6-amino-2-fluoro-9H-purin-9-yl)-2-ethynyl-3-hydroxytetrahydrofuran-2-yl)carbamic acid isopropyl ester C(C)(C)OC(N[C@@]1(O[C@H](C[C@@H]1O)N1C2=NC(=NC(=C2N=C1)N)F)C#C)=O